(S)-2-bromo-4,4-difluoro-6-(methoxymethyl)-4,5,7,8-tetrahydro-3-oxa-1-thia-5a,8-diazabenzo[cd]azulen-9(6H)-one BrC=1SC=2C(NC[C@H](N3C2C1OC(C3)(F)F)COC)=O